C(C)N(C(OC1=CC(=CC=C1)C(C)=O)=O)C 3-acetyl-phenyl ethyl(methyl)carbamate